CCCCCCCCCCCCCCCC(=O)O[C@H](COC(=O)CCCCCC/C=C\C/C=C\C/C=C\CCCCC)COP(=O)([O-])OCC[N+](C)(C)C 1-(8Z,11Z,14Z-eicosatrienoyl)-2-hexadecanoyl-glycero-3-phosphocholine